ClC1=C(C#N)C(=CC(=C1CC1=CC(=C(C=C1)OCOC)C(C)C)Cl)O 2,4-dichloro-6-hydroxy-3-(3-isopropyl-4-(methoxymethoxy)benzyl)benzonitrile